2-oxo-1,2-dihydropyridine-4-carbonitrile O=C1NC=CC(=C1)C#N